(R)-2-(2-morpholino-6-oxo-4-(piperidin-3-ylamino)-dihydropyrimidin-5-yl)benzo[d]thiazole-5-carbonitrile O1CCN(CC1)[C@H]1NC(C(=C(N1)NC1CNCCC1)C=1SC2=C(N1)C=C(C=C2)C#N)=O